FC1=CC=C2NC=3CC(CC(C3C3(C(NC=4C=CC5=C(C34)C=CC=C5)=O)C2=C1)=O)(C)C 7-fluoro-3,3-dimethyl-3,4-dihydro-2H-spiro[acridine-9,1'-benzo[e]indole]-1,2'(3'H,10H)-dione